ClC=1C(=CC(=C(C1)NS(=O)(=O)C1=CNC(=C1)C1=CC=C(C=C1)F)F)C#N N-(5-chloro-4-cyano-2-fluorophenyl)-5-(4-fluorophenyl)-1H-pyrrole-3-sulfonamide